C(C1=CC=CC=C1)NC=1C=2C=CN(C2C=CC1)C N-benzyl-1-methyl-1H-indol-4-amine